CC(C)CC(CCC(CC(C)C)(O)C)(O)C 2,4,7,9-tetramethyl-decane-4,7-diol